CCCCCCCCCCCCCCCCC(=O)OC[C@H](COP(=O)([O-])[O-])O The molecule is a 1-acyl-sn-glycerol 3-phosphate(2-) obtained by deprotonation of the phosphate OH groups of 1-heptadecanoyl-sn-glycero-3-phosphate. It is a conjugate base of a 1-heptadecanoyl-sn-glycero-3-phosphate.